C(C)C1=C(C(=CC(=C1)C)CC)CCO 2-(2,6-diethyl-4-methylphenyl)-ethanol